2-fluoro-3-chloro-5-trifluoroacetyl-aniline FC1=C(N)C=C(C=C1Cl)C(C(F)(F)F)=O